ClC1=C(C=CC(=C1)OC)C1=CN=C2N1C=CN=C2NC2=CC(=C(C=C2)NC(C)=O)C N-(4-((3-(2-chloro-4-methoxyphenyl)imidazo[1,2-a]pyrazin-8-yl)amino)-2-methylphenyl)acetamide